2,4,6-trimethylbenzenesulfinic acid, Sodium salt [Na+].CC1=C(C(=CC(=C1)C)C)S(=O)[O-]